C1(CC1)C(C1=CC(=NC=C1)C(=O)NC=1C=NC(=C(C1)C=1C=NC2=CC(=NC=C2C1)NC)C)O 4-(cyclopropyl-(hydroxy)methyl)-N-(6-methyl-5-(7-(methylamino)-1,6-naphthyridin-3-yl)pyridin-3-yl)picolinamide